C(C)(C)(C)OC(=O)NCCCCN(CC(CCCCCC(=O)O)O[Si](C)(C)C(C)(C)C)CC(CCCCCC(=O)O)O[Si](C)(C)C(C)(C)C 8,8'-((4-((tert-butoxycarbonyl)amino)butyl)azanediyl)bis(7-((tert-butyldimethylsilyl)oxy)octanoic acid)